C(CCC)N(C=1C=C2OC=3C=C(C(=CC3C3(C2=CC1)OC(=O)C1=CC=CC=C13)Br)C)CCCC 6'-(dibutylamino)-2'-bromo-3'-methyl-spiro[phthalide-3,9'-xanthen]